6-(((1R)-1-(4-chlorophenyl)-7-fluoro-1-((2-hydroxycyclopentyl)oxy)-5-(2-hydroxypropan-2-yl)-3-oxoisoindolin-2-yl)methyl)nicotinonitrile ClC1=CC=C(C=C1)[C@@]1(N(C(C2=CC(=CC(=C12)F)C(C)(C)O)=O)CC1=NC=C(C#N)C=C1)OC1C(CCC1)O